CC(C(C)NCC(CCCNC(C)C(C)(C)C)C)(C)C N,N'-di(3,3-dimethyl-2-butyl)-1,5-diamino-2-methylpentane